C1(CC1)C=1N=NN(C1)[C@H](C(=O)N1[C@@H](C[C@H](C1)O)C(=O)NC(CO)C=1N=C(SC1)C(C)C)C(C)(C)C (2S,4R)-1-[(2S)-2-(4-cyclopropyltriazol-1-yl)-3,3-dimethyl-butanoyl]-4-hydroxy-N-[2-hydroxy-1-(2-isopropylthiazol-4-yl)ethyl]pyrrolidine-2-carboxamide